germanosilicic acid [Si]1(O[GeH2]O1)(O)O